OC1(CC(C1)C(=O)N1CC2(C1)CC(C2)CC2=NC(=CC=C2)C(F)(F)F)C ((1s,3s)-3-Hydroxy-3-methylcyclobutyl)(6-((6-(trifluoromethyl)pyridin-2-yl)methyl)-2-azaspiro[3.3]heptan-2-yl)methanon